ClC=1C=C2C(=NC=NC2=C(C1C1=C(C=C(C=C1)F)F)OC)N1CCN(CC1)C(C=C)=O 1-(4-(6-chloro-7-(2,4-difluorophenyl)-8-methoxyquinazolin-4-yl)piperazin-1-yl)prop-2-en-1-one